2-(5-((1-aminocyclopropyl)methyl)-1,3,4-oxadiazol-2-yl)-N-(4-(trifluoromethyl)phenyl)aniline NC1(CC1)CC1=NN=C(O1)C1=C(NC2=CC=C(C=C2)C(F)(F)F)C=CC=C1